NC1C(CSC1)C(=O)O 4-AMINO-TETRAHYDRO-THIOPHENE-3-CARBOXYLIC ACID